2-(4-Chlorobenzoyl)-1,5-dihydro-4H-benzo[b]azepine-4-One ClC1=CC=C(C(=O)C2=CC(CC3=C(N2)C=CC=C3)=O)C=C1